4'-ethyl-5-fluoro[1,1'-biphenyl]-2-carboxylic acid C(C)C1=CC=C(C=C1)C=1C(=CC=C(C1)F)C(=O)O